ethylene glycol bisaminoethyl ether NC(COCCO)N